1-methyl-5-(2-(1-methyl-1H-pyrazol-4-yl)phenyl)-3-methylenepyrrolidin-2-one CN1C(C(CC1C1=C(C=CC=C1)C=1C=NN(C1)C)=C)=O